O[C@@H]1CC[C@H](CC1)COC1=C(C=C(C=C1)S(=O)(=O)NC(C1=CC=CC=C1)=O)[N+](=O)[O-] N-(4-((trans-4-hydroxycyclohexyl)methoxy)-3-nitrobenzenesulfonyl)benzamide